indium (III) ((benzothiazol-2-yl)-7-(diethylamino)-coumarin) S1C(=NC2=C1C=CC=C2)C=2C(OC1=CC(=CC=C1C2)N(CC)CC)=O.[In+3]